3-(benzyloxy)-1-(2-(dimethylamino)ethyl)-2-methylpyridin-4(1H)-one C(C1=CC=CC=C1)OC1=C(N(C=CC1=O)CCN(C)C)C